((2,4-dihydroxyphenyl)amino)-L-glutamine OC1=C(C=CC(=C1)O)NN[C@@H](CCC(N)=O)C(=O)O